O=S1(CCC(CC1)NC(=N)C1=CC=2C(N(C=C(C2S1)C1=CC(=C(OCC(=O)OCC)C=C1)OC)C)=O)=O ethyl 2-(4-[2-[N-(1,1-dioxo-1λ6-thian-4-yl)carbamimidoyl]-5-methyl-4-oxo-4H,5H-thieno[3,2-c]pyridin-7-yl]-2-methoxyphenoxy)acetate